1-(3-(((S)-tetrahydro-2H-pyran-3-yl)amino)propyl)-6-(2,3,6-trifluorophenyl)-2,5,6,7-tetrahydro-3H-pyrrolo[1,2-c]imidazole-3-thione O1C[C@H](CCC1)NCCCC1=C2N(C(N1)=S)CC(C2)C2=C(C(=CC=C2F)F)F